3,5-difluoro-4-(trifluoromethoxy)phenol FC=1C=C(C=C(C1OC(F)(F)F)F)O